3-(3-(N-(((1R,2R,3S,4R)-4-(4-chloro-7H-pyrrolo[2,3-d]pyrimidin-7-yl)-2,3-dihydroxycyclopentyl)methyl)-2-hydroxyacetamido)prop-1-yn-1-yl)benzamide ClC=1C2=C(N=CN1)N(C=C2)[C@H]2[C@@H]([C@@H]([C@H](C2)CN(C(CO)=O)CC#CC=2C=C(C(=O)N)C=CC2)O)O